1-(3-(Cyclopropylmethyl)-4-(3-iodo-1-methyl-1H-pyrazolo[3,4-d]pyrimidin-6-yl)piperazin-1-yl)-2,2,2-trifluoroethan-1-one C1(CC1)CC1CN(CCN1C1=NC=C2C(=N1)N(N=C2I)C)C(C(F)(F)F)=O